(2R,4R)-4-(Piperidin-1-ylmethyl)-pyrrolidin N1(CCCCC1)C[C@@H]1CCNC1